CC(OCCCC)OCC=CCOC(OCCCC)C 6,13-dimethyl-5,7,12,14-tetraoxaoctadeca-9-ene